O1CCC(C2=CC=CC=C12)=O CHROMAN-4-ONE